C(C)N(C(CN1N=C(C(=C1)C)NC=1SC(=CN1)C(=O)NC1=C(C(=CC=C1C)OC)C)=O)CC t-2-[[1-[2-(diethylamino)-2-oxo-ethyl]-4-methyl-pyrazol-3-yl]amino]-N-(3-methoxy-2,6-dimethyl-phenyl)thiazole-5-carboxamide